5-fluoro-1-(5-(3-fluoro-4-methylphenyl)-2-(3-fluoro-6-methylpyridin-2-yl)oxazol-4-yl)-4-(methylamino)pyrimidin-2(1H)-one FC=1C(=NC(N(C1)C=1N=C(OC1C1=CC(=C(C=C1)C)F)C1=NC(=CC=C1F)C)=O)NC